NC1=NC=NN2C1=CC=C2C=2C=C(C(=O)NC=1C=NN(C1)CC1=CC=CC=C1)C=CC2 3-(4-aminopyrrolo[2,1-f][1,2,4]triazin-7-yl)-N-(1-benzyl-1H-pyrazol-4-yl)benzamide